4-hydroxyquinolin-2-one OC1=CC(NC2=CC=CC=C12)=O